N=C1N(C2=NC(=NC(=C2N1C)C(=O)O)C1=C(C=CC=C1)C(C)C)CC1=CC=C(C=C1)C=1N(C=C(N1)C(F)(F)F)C 8-imino-2-(2-isopropylphenyl)-7-methyl-9-(4-(1-methyl-4-(trifluoromethyl)-1H-imidazol-2-yl)benzyl)-8,9-dihydro-7H-purine-6-carboxylic acid